N1(N=CC=C1)C1=CC(=NC=N1)N[C@H](C(=O)O)CCN(CCCCC1=NC=2NCCCC2C=C1)C[C@@H](C)OC (S)-2-((6-(1H-pyrazol-1-yl)pyrimidin-4-yl)amino)-4-(((R)-2-methoxypropyl)(4-(5,6,7,8-tetrahydro-1,8-naphthyridin-2-yl)butyl)amino)butanoic acid